(R)-1-(4-bromophenyl)-2,2,2-trifluoro-1-(2-naphthyl)ethan-1-amine BrC1=CC=C(C=C1)[C@@](C(F)(F)F)(N)C1=CC2=CC=CC=C2C=C1